tris(4-nonylphenyl)phosphine C(CCCCCCCC)C1=CC=C(C=C1)P(C1=CC=C(C=C1)CCCCCCCCC)C1=CC=C(C=C1)CCCCCCCCC